3-methoxy-4-(methylsulfonyl)benzoic acid methyl ester COC(C1=CC(=C(C=C1)S(=O)(=O)C)OC)=O